1,4-Phenylenebis((5-(4-nitrophenyl)hexahydropyrrolo[3,4-c]pyrrol-2(1H)-yl)methanone) C1(=CC=C(C=C1)C(=O)N1CC2CN(CC2C1)C1=CC=C(C=C1)[N+](=O)[O-])C(=O)N1CC2CN(CC2C1)C1=CC=C(C=C1)[N+](=O)[O-]